C(C(=O)C)(=O)[O-] Pyruvat